C(CCC(=O)OCC1CC2C(CC1)O2)(=O)OCC2CC1C(CC2)O1 bis(3,4-epoxycyclohexylmethyl) succinate